2-(acetoxy(p-methoxyphenyl)methyl)acrylic acid methyl ester COC(C(=C)C(C1=CC=C(C=C1)OC)OC(C)=O)=O